tert-butyl 2-(2-methyl-6-(trifluoromethyl)pyrimidin-4-yl)-2,6-diazaspiro[3.4]octane-6-carboxylate CC1=NC(=CC(=N1)N1CC2(C1)CN(CC2)C(=O)OC(C)(C)C)C(F)(F)F